[N+](=O)([O-])C1=CC=C(C=N1)N[C@H]1CN(CCC1)C(=O)OC(C)(C)C tert-butyl (R)-3-((6-nitropyridin-3-yl)amino)piperidin-1-carboxylate